CN(C(/C=C/CC[C@@H](C(=O)NC=1C(N(C=CC1)CC1=NC2=C(N1)C(=CC(=C2)F)OC(C(F)F)(F)F)=O)NC(OC)=O)=O)C (S,E)-methyl (7-(dimethyl-amino)-1-((1-((5-fluoro-7-(1,1,2,2-tetrafluoroethoxy)-1H-benzo[d]imidazol-2-yl)methyl)-2-oxo-1,2-dihydropyridin-3-yl)amino)-1,7-dioxohept-5-en-2-yl)carbamate